FC1=CC=C(C=C1)C(C(=O)O)\C=C\CC(=O)O (E)-2-(4-fluorophenyl)hex-3-enedioic acid